[Si](C)(C)(C(C)(C)C)N=S(=O)(NCC)C1=CC=C(C=C1)[N+](=O)[O-] N'-(tert-butyldimethylsilyl)-N-ethyl-4-nitrobenzenesulfonimidamide